1-(4-bromophenyl)-4-propylcyclohexanol BrC1=CC=C(C=C1)C1(CCC(CC1)CCC)O